ClC=1C=C(C=2C(C3=CC=C(C=C3NC2C1)OCC)(C)C)C 3-chloro-6-ethoxy-1,9,9-trimethyl-9,10-dihydroacridine